FC=1C=CC(=C(C#N)C1)O 5-fluoro-2-hydroxy-benzonitrile